15-(4-aminobutyl)-19-(2-((1,2-dimethylhydrazinyl)methyl)-1H-indol-1-yl)-2,3-dimethyl-4,14,17-trioxo-7,10-dioxa-3,13,16-triazanonadecan-1-oate NCCCCC(C(NCCOCCOCCC(N(C(C(=O)[O-])C)C)=O)=O)NC(CCN1C(=CC2=CC=CC=C12)CN(NC)C)=O